4-(2-hydroxyethyl)-piperazinyl-1-ethanesulfonic acid OCCN1CCN(CC1)C(C)S(=O)(=O)O